C(C)(C)(C)OC(=O)N1C2(CC2)C[C@@H](CC1)C=1C=CC=2N(C(C=C(N2)O)=O)C1 |r| rac-7-(2-hydroxy-4-oxo-pyrido[1,2-a]pyrimidin-7-yl)-4-azaspiro[2.5]octane-4-carboxylic acid tert-butyl ester